COC(CCC1=C(C(=O)O)C=C(C=C1)N1CCN(CC1)C)=O 2-(3-methoxy-3-oxo-propyl)-5-(4-methylpiperazin-1-yl)benzoic acid